NC1=CC(=NC2=CC=C(C=C12)NC(=O)NC=1C=C2C(=CC(=NC2=CC1)C)N)C N,N'-bis(4-amino-2-methylquinolin-6-yl)urea